CN1C=NC2=C1C=CC=C2C2=C(N=C(C(=N2)C(=O)N)NC2=CC=C(C=C2)N2CCOCC2)NC=2C=NN(C2)C 6-(1-Methylbenzimidazol-4-yl)-5-[(1-methylpyrazol-4-yl)amino]-3-(4-morpholinoanilino)pyrazin-2-carboxamid